5-(4-((3-ethyl-2,4-dioxo-1,2,3,4-tetrahydropyrido[3,2-d]pyrimidin-7-yl)methyl)piperazin-1-yl)-N-methylpyridinecarboxamide C(C)N1C(NC2=C(C1=O)N=CC(=C2)CN2CCN(CC2)C=2C=CC(=NC2)C(=O)NC)=O